FC=1C=C2CCN(CC2=CC1)C1=CC(=C(C(=C1)C)NC(=O)C1CCCCCC1)C N-(4-(6-fluoro-3,4-dihydroisoquinolin-2(1H)-yl)-2,6-dimethylphenyl)cycloheptanamide